chloromethyl-2-methacryloyloxyethyl-hexamethylene dicarbamate C(N)(OC(CCCCCOC(N)=O)(CCOC(C(=C)C)=O)CCl)=O